O=C(COC(=O)C1=CC2=C(SCC(N2CC2=C(C=CC=C2F)Cl)=O)C=C1)C1=CC=CC=C1 4-(2-chloro-6-fluorobenzyl)-3-oxo-3,4-dihydro-2H-benzo[b][1,4]Thiazine-6-carboxylic acid 2-oxo-2-phenylethyl ester